NC1=NC=CC=C1S(=O)(=O)C(C1CCN(CC1)C(=O)OC(C)(C)C)(F)F tert-Butyl 4-(((2-aminopyridin-3-yl)sulfonyl)difluoromethyl)piperidine-1-carboxylate